(R)-N-(1-cyclopropylethyl)-5-(3-((1-methylpiperidin-4-yl)oxy)quinoxalin-6-yl)-7H-pyrrolo[2,3-d]pyrimidin-2-amine C1(CC1)[C@@H](C)NC=1N=CC2=C(N1)NC=C2C=2C=C1N=C(C=NC1=CC2)OC2CCN(CC2)C